4-methoxy-1,1'-biphenyl COC1=CC=C(C=C1)C1=CC=CC=C1